ClC=1C(=C(C=CC1)C1(CN(CC1)C(=O)OCC1=CC=CC=C1)N(COCC[Si](C)(C)C)C1=CC=C2C=CC=NC2=C1)C benzyl 3-(3-chloro-2-methylphenyl)-3-(quinolin-7-yl((2-(trimethylsilyl)ethoxy)methyl)amino)pyrrolidine-1-carboxylate